O=C(C(=O)NC=1C2=C(C=NC1)C=NN2COCC[Si](C)(C)C)N2[C@H](CC[C@@H](C2)C)C=2C=CC1=CN(N=C1C2)[C@@H]2CN(CC2)C 2-Oxo-2-[(2R,5S)-5-methyl-2-[2-[(3S)-1-methylpyrrolidin-3-yl]indazol-6-yl]-1-piperidyl]-N-[1-(2-trimethylsilylethoxymethyl)pyrazolo[4,3-c]pyridin-7-yl]acetamide